CC=1C=C(C=CC1C)C1=CC=C(C(=N1)OC)C=1NC2(CN1)C=CS(CC2)(=O)=O 2-(6-(3,4-dimethylphenyl)-2-methoxypyridin-3-yl)-8-thia-1,3-diazaspiro[4.5]deca-2,6-diene 8,8-dioxide